7-chloro-2-[(1S,2R)-2-(6-fluoro-2,3-dimethylphenyl)-1-(5-oxo-4H-1,3,4-oxadiazol-2-yl)propyl]-4-methyl-3H-1lambda6,2,4-benzothiadiazepine-1,1,5-trione ClC=1C=CC2=C(C(N(CN(S2(=O)=O)[C@@H]([C@H](C)C2=C(C(=CC=C2F)C)C)C=2OC(NN2)=O)C)=O)C1